NC1=CC=C(C=C1)N1C(NC(C(=C1)F)=O)=O 1-(4-aminophenyl)-5-fluoropyrimidine-2,4(1H,3H)-dione